C(C)(=O)N[C@@H]1[C@H](C=C(O[C@H]1[C@H]([C@@](C)(OC(CCCCCCC)=O)O)OC)C(=O)O)NC(=N)N (4S,5R,6R)-5-acetamido-4-guanidino-6-[(1R,2R)-2-hydroxy-1-methoxy-2-(octanoyloxy)propyl]-5,6-dihydro-4H-pyran-2-carboxylic acid